(S)-2-amino-N-(2',5'-dimethyl-[3,4'-bipyridin]-6-yl)-2-((1r,4S)-4-methylcyclohexyl)acetamide N[C@H](C(=O)NC1=CC=C(C=N1)C1=CC(=NC=C1C)C)C1CCC(CC1)C